1-(3-bromopropyloxy)-2-fluorobenzene BrCCCOC1=C(C=CC=C1)F